[Br-].OC(C[N+](C)(CC)CC)C (2-hydroxypropyl)-diethyl-monomethyl-ammonium bromide